sodium 2,2-didecylmalonate C(CCCCCCCCC)C(C(=O)[O-])(C(=O)[O-])CCCCCCCCCC.[Na+].[Na+]